6-chloro-4-[(3S,4R)-4-(4-chloro-2-methyl-anilino)-3-methyl-1-piperidinyl]-1-methyl-2-oxo-1,5-naphthyridine-3-carbonitrile ClC=1N=C2C(=C(C(N(C2=CC1)C)=O)C#N)N1C[C@@H]([C@@H](CC1)NC1=C(C=C(C=C1)Cl)C)C